2-(1H-1,2,4-triazol-1-yl)benzonitrile N1(N=CN=C1)C1=C(C#N)C=CC=C1